NC=1C=NN(C1)C1CN(C1)CC#N 2-(3-(4-amino-1H-pyrazol-1-yl)azetidin-1-yl)acetonitrile